C(\C=C\CCC)OC(CCC(=O)OCCCCCCBr)OC\C=C\CCC 6-bromohexyl 4,4-bis(((E)-hex-2-en-1-yl)oxy)butanoate